4-(1H-pyrazol-3-yl)pyridine N1N=C(C=C1)C1=CC=NC=C1